DIMETHYLETHANOLAMINE CN(C)CCO